N-9-fluorenylmethoxycarbonyl-N'-4-methyl-trityl-L-histidine C1=CC=CC=2C3=CC=CC=C3C(C12)COC(=O)N[C@@H](CC1=CN(C=N1)C(C1=CC=C(C=C1)C)(C1=CC=CC=C1)C1=CC=CC=C1)C(=O)O